methyl 4-((7-hydroxy-5-((methoxy-carbonyl)amino)-3-methyl-1H-pyrazolo[4,3-d]pyrimidin-1-yl)methyl)-3-methoxybenzoate OC=1C2=C(N=C(N1)NC(=O)OC)C(=NN2CC2=C(C=C(C(=O)OC)C=C2)OC)C